(adamantan-1-yl)-2-((6-(sec-butoxy)-2-oxo-1,2-dihydropyrimidin-4-yl)oxy)acetamide C12(CC3CC(CC(C1)C3)C2)C(C(=O)N)OC2=NC(NC(=C2)OC(C)CC)=O